8-bromo-2,2-dimethyl-4-(trifluoromethylsulfonyloxy)-2H-chromene-6-carboxylic acid ethyl ester C(C)OC(=O)C=1C=C2C(=CC(OC2=C(C1)Br)(C)C)OS(=O)(=O)C(F)(F)F